2-benzyl-N-(3-chloro-2-fluorophenyl)-1-methyl-1H-imidazole-4-carboxamide C(C1=CC=CC=C1)C=1N(C=C(N1)C(=O)NC1=C(C(=CC=C1)Cl)F)C